ClC=1C(N(C(=CC1OCC1=NC=C(C=C1F)F)C)C1=CC(=NC=C1C)C=1N=C(SC1)C(C(=O)N)(C)C)=O (4-(3-chloro-4-((3,5-difluoropyridin-2-yl)methoxy)-5',6-dimethyl-2-oxo-2H-[1,4'-bipyridin]-2'-yl)thiazol-2-yl)-2-methylpropanamide